C(C)(C)(C)OC(=O)N1CC2=CC(=CC(=C2CC1)C)N1C(C2=C(CC1)C(=NN2C2=CC(=CC=C2)Cl)C(=O)OCC)=O 7-[1-(3-chlorophenyl)-3-ethoxycarbonyl-7-oxo-4,5-dihydropyrazolo[3,4-c]pyridin-6-yl]-5-methyl-3,4-dihydro-1H-isoquinoline-2-carboxylic acid tert-butyl ester